COC1=CC(=CC2=CC=CC(=C12)OC)OC1=CC2=CC=CC(=C2C(=C1)OC)OC 4,5-dimethoxy-β-naphthylether